CC1=NC(=CC(=C1)C=1NC2=CC=C(C=C2C1C(C)C)C(=O)N1CC2CN(CC2C1)C)C (2-(2,6-dimethylpyridin-4-yl)-3-isopropyl-1H-indol-5-yl)(5-methylhexahydropyrrolo[3,4-c]pyrrol-2(1H)-yl)methanone